C(C)(C)(C)[C@]1(N(CC[C@@H]2C(CCC[C@@H]12)=O)C(=O)OCC1=CC=C(C=C1)OCCO[Si](C)(C)C(C)(C)C)C (4-(2-((tert-butyldimethylsilyl)oxy)ethoxy)phenyl)methanol tert-butyl-(1S,4aS,8aR)-1-methyl-5-oxo-1,3,4,4a,6,7,8,8a-octahydroisoquinoline-2-carboxylate